(2S,4S)-4-((4-(nonanoyloxy)-3-((nonanoyloxy)methyl)butanoyl)oxy)-2-(((4-(nonanoyloxy)-3-((nonanoyloxy)methyl)butanoyl)oxy)methyl)pyrrolidin-1-ium C(CCCCCCCC)(=O)OCC(CC(=O)O[C@H]1C[C@H]([NH2+]C1)COC(CC(COC(CCCCCCCC)=O)COC(CCCCCCCC)=O)=O)COC(CCCCCCCC)=O